(2-methoxybenzyl)-7-methyl-1,3-dihydro-2H-benzo[d]imidazol-2-one COC1=C(CN2C(NC3=C2C(=CC=C3)C)=O)C=CC=C1